2-((1R,2R)-1-(2-cyanophenyl)-1-(1-(difluoromethyl)-1H-pyrazol-4-yl)propan-2-yl)-5-hydroxy-N-(isoxazol-4-yl)-1-methyl-6-oxo-1,6-dihydropyrimidine-4-carboxamide C(#N)C1=C(C=CC=C1)[C@@H]([C@@H](C)C=1N(C(C(=C(N1)C(=O)NC=1C=NOC1)O)=O)C)C=1C=NN(C1)C(F)F